(R)-4-(dideutero(1-methyl-1H-pyrazol-4-yl)methyl)-8-fluoro-1-methyl-N-(1-methylcyclopropyl)-5-oxo-1,2,4,5-tetrahydroimidazo[1,2-a]quinazoline-7-sulfonamide [2H]C(N1C=2N(C3=CC(=C(C=C3C1=O)S(=O)(=O)NC1(CC1)C)F)[C@@H](CN2)C)(C=2C=NN(C2)C)[2H]